C1(=CC=C(C=C1)N1C(C2=CC=CC=C2CC1)C#CC1=CC=CC=C1)C1=CC=CC=C1 2-([1,1'-biphenyl]-4-yl)-1-(phenylethynyl)-1,2,3,4-tetrahydroisoquinoline